ClC1=C(C(=CC=C1)C(F)(F)F)COC=1C=CC(=NC1)N1C(NCC1=O)=O 3-(5-{[2-chloro-6-(trifluoromethyl)phenyl]methoxy}pyridin-2-yl)imidazolidine-2,4-dione